2-benzyloxyethylamine C(C1=CC=CC=C1)OCCN